2-(4-bromo-1-methyl-1H-pyrazol-5-yl)-6-cyclopropoxy-3-fluoro-4-(3-methoxyazetidin-1-yl)benzonitrile BrC=1C=NN(C1C1=C(C#N)C(=CC(=C1F)N1CC(C1)OC)OC1CC1)C